C(C1=CC=CC=C1)OC(=O)N[C@@H](C(=O)OC)CNC(C1=CC(=CC=C1)C1=C(C=NN1CC)C)=O (R)-methyl 2-(((benzyloxy)carbonyl)amino)-3-(3-(1-ethyl-4-methyl-1H-pyrazol-5-yl)benzamido)propanoate